S1C2=C(C(=C1)C=1N=C(C3=C(N1)N(CC3)C(C)C)NCCC3=CC=C(C=C3)O)C=CC=C2 4-(2-((2-(benzo[b]thiophen-3-yl)-7-isopropyl-6,7-dihydro-5H-pyrrolo[2,3-d]pyrimidin-4-yl)amino)ethyl)phenol